ClC=1C(=C(C(=CC1)F)CO)F 3-chloro-2,6-difluorophenyl-methanol